3-[4-(7-Bromoheptylamino)-3-methyl-2-oxo-benzimidazol-1-yl]-1-[(4-methoxyphenyl)methyl]piperidine-2,6-dione BrCCCCCCCNC1=CC=CC=2N(C(N(C21)C)=O)C2C(N(C(CC2)=O)CC2=CC=C(C=C2)OC)=O